FN(C1=CC=CC=C1)[N+](=O)[O-] fluoronitroaniline